The molecule is a member of the class of trioxolanes that is cyclopentane in which the carbon atoms at positions 1, 2 and 5 are replaced by oxygen atoms. C1OCOO1